2-chloroethylene diethylphosphate C(C)OP(=O)(OCC)O.ClC=C